COC1=CC=C(C=C1)C(OC[C@@H](CO[Si](C1=CC=CC=C1)(C1=CC=CC=C1)C(C)(C)C)N1C2=NC(=NC(=C2N=C1)C1=C(C=CC=C1)N(C([O-])=O)C1=CC=CC=C1)NC(C(C)C)=O)(C1=CC=CC=C1)C1=CC=C(C=C1)OC (S)-9-(1-(bis(4-methoxyphenyl) (phenyl) methoxy)-3-((tert-butyldiphenylsilyl) oxy) propan-2-yl)-2-isobutyramido-9H-purin-6-yldiphenylcarbamate